1-(4-(2-(4-(tert-butyl)-2-ethoxyphenyl)-4,5-bis(4-chlorophenyl)-4,5-dihydro-1H-imidazole-1-carbonyl)piperazin-1-yl)pent-4-yn-1-one C(C)(C)(C)C1=CC(=C(C=C1)C=1N(C(C(N1)C1=CC=C(C=C1)Cl)C1=CC=C(C=C1)Cl)C(=O)N1CCN(CC1)C(CCC#C)=O)OCC